ClC=1N=C(N(C1)C)C1=CC=C(C=C1)C(C)N1C2=NC(=NC=C2N(C1=N)C)C1=C(C=CC=C1)C(C)C 9-(1-(4-(4-chloro-1-methyl-1H-imidazol-2-yl)phenyl)ethyl)-2-(2-isopropylphenyl)-7-methyl-7,9-dihydro-8H-purin-8-imine